(2r,4R)-8-(4-cyano-2-fluorophenyl)-N-((1s,3S)-3-hydroxycyclobutyl)-6,9-dioxo-5-(4-(trifluoromethyl)benzyl)-5,8-diazaspiro[3.5]nonane-2-carboxamide C(#N)C1=CC(=C(C=C1)N1CC(N(C2(CC(C2)C(=O)NC2CC(C2)O)C1=O)CC1=CC=C(C=C1)C(F)(F)F)=O)F